N(=O)OCCCC Butyl nitrite